O=C1N(CC=2C3=C(C=CC12)C=CC(=C3)C3=NC(=CC=C3)C(F)(F)F)CC(C(=O)N)=C 2-({3-oxo-8-[6-(trifluoromethyl)pyridin-2-yl]-1H,2H,3H-benzo[e]isoindol-2-yl}methyl)prop-2-enamide